(methacryloxypropyl)dimethylethoxyethoxymethoxysilane C(C(=C)C)(=O)OCCC[Si](OCOCCOCC)(C)C